2-[[4-[[(4-Methylsulfonylphenyl)methyl]amino]-6-(5-oxazolyl)-2-pyrimidinyl]amino]-4-methyl-5-thiazolecarboxylic acid ethyl ester C(C)OC(=O)C1=C(N=C(S1)NC1=NC(=CC(=N1)NCC1=CC=C(C=C1)S(=O)(=O)C)C1=CN=CO1)C